1-(cyclopropylmethyl)pseudouridine C1(CC1)CN1C=C([C@H]2[C@H](O)[C@H](O)[C@@H](CO)O2)C(NC1=O)=O